trans-tert-butyl (4-((5-fluoro-4-(6-(3-oxomorpholino)pyridin-2-yl)pyrimidin-2-yl)amino)cyclohexyl)carbamate FC=1C(=NC(=NC1)N[C@@H]1CC[C@H](CC1)NC(OC(C)(C)C)=O)C1=NC(=CC=C1)N1C(COCC1)=O